tert-butyl (1-(5-chloropyrazin-2-yl)-4-methyl piperidin-4-yl)carbamate ClC=1N=CC(=NC1)N1CCC(CC1)(C)NC(OC(C)(C)C)=O